N1N=CC2=NC(=CC=C21)OC2CC1(C(N(C3=NC=CC=C31)CC(N3[C@H](CCC3)CC(F)(F)F)=O)=O)C2 (1s,3S)-3-((1H-pyrazolo[4,3-b]pyridin-5-yl)oxy)-1'-(2-oxo-2-((R)-2-(2,2,2-trifluoroethyl)pyrrolidin-1-yl)ethyl)spiro[cyclobutane-1,3'-pyrrolo[2,3-b]pyridin]-2'(1'H)-one